ClC=1C=C(C=C(C1OCCCl)C#N)C(C)(C)C1=CC=C(OC(C)C=2N=C(OC2)NS(=O)(=O)C)C=C1 N-(4-(1-(4-(2-(3-chloro-4-(2-chloroethoxy)-5-cyanophenyl)propan-2-yl)phenoxy)ethyl)oxazol-2-yl)methanesulfonamide